6-(1-methyl-1H-pyrazol-4-yl)pyrazolo[1,5-a]pyridine-3-carbonitrile CN1N=CC(=C1)C=1C=CC=2N(C1)N=CC2C#N